C(C)(C)(C)N=CC1=CC=CC=C1 N-tertiary butyl-benzaldehyde imine